FC(S(=O)(=O)OC1=C(C(=CC=C1C1=C(C(=C(C=C1)C1CCC(CC1)C1CCC(CC1)CCC)F)F)F)F)(F)F [6-[2,3-difluoro-4-[4-(4-propylcyclohexyl)cyclohexyl]phenyl]-2,3-difluoro-phenyl] trifluoromethanesulfonate